6-(6-chloro-2-isopropyl-3-pyridyl)-7,8-dimethyl-imidazo[1,2-a]pyridine ClC1=CC=C(C(=N1)C(C)C)C=1C(=C(C=2N(C1)C=CN2)C)C